N1C=CC2=CC(=CC=C12)C1=CC2=C(N(CN=C2N2CCOCC2)C2CCN(CC2)CC=2C=NC=CC2)C=N1 6-(1H-indol-5-yl)-4-morpholino-1-(1-(pyridin-3-ylmethyl)piperidin-4-yl)-1H-pyrido[3,4-d]pyrimidine